FC1(CCN(CC1)CC1=C(C=C(C(=O)NC2=CC=C(C=C2)NC2C(NC(CC2)=O)=O)C=C1)F)F 4-((4,4-difluoropiperidin-1-yl)methyl)-N-(4-((2,6-dioxopiperidin-3-yl)amino)phenyl)-3-fluorobenzamide